Cl.N1[C@H](CCC1)C(CC1=CC(=CC=C1)C(F)(F)F)O 1-((R)-pyrrolidin-2-yl)-2-(3-(trifluoromethyl)phenyl)ethan-1-ol Hydrochloride